OCC(=N)N hydroxyethaneamidine